(Z)-1-cyano-N-(2-(2-(2-methoxyethoxy)ethoxy)ethyl)-2-(6-(piperidin-1-yl)naphthalen-2-yl)ethenesulfonamide C(#N)/C(=C/C1=CC2=CC=C(C=C2C=C1)N1CCCCC1)/S(=O)(=O)NCCOCCOCCOC